C[Si]1(C(=C(C(=C1C#CC1=CC(=CC(=C1)NC)NC)C1=CC=CC=C1)C1=CC=CC=C1)C#CC1=CC(=CC(=C1)NC)NC)C 1,1-dimethyl-2,5-bis(3,5-dimethylaminophenylethynyl)-3,4-diphenyl-silole